ClC1=CC(=C(N=N1)N)N1CC2CCC(C1)N2C2=CC(=NC=C2)C#CCN2CCOCC2 6-chloro-4-(8-(2-(3-morpholinoprop-1-yn-1-yl)pyridin-4-yl)-3,8-diazabicyclo[3.2.1]octan-3-yl)pyridazin-3-amine